FC([C@@H]1[C@H](C1)C=1C=2N(N=CC1)C(=NC2)C(F)(F)F)F 4-((1S,2S)-2-(difluoromethyl)cyclopropyl)-7-(trifluoromethyl)imidazo[1,5-b]pyridazine